α-(2-chlorobenzenesulfonyloxyimino)-4-methoxybenzyl cyanide ClC1=C(C=CC=C1)S(=O)(=O)ON=C(C1=CC=C(C=C1)OC)C#N